2-[6-(ethoxycarbonyl)-2,4-dioxo-1-(2-phenylethyl)-5-(trifluoromethyl)-1H,2H,3H,4H-thieno[2,3-d]pyrimidin-3-yl]acetic acid C(C)OC(=O)C1=C(C2=C(N(C(N(C2=O)CC(=O)O)=O)CCC2=CC=CC=C2)S1)C(F)(F)F